ClC1=CC=C(S1)C(=O)NC1=CC(=CC=C1)[C@H](C)NC1=CN=C2C(=N1)N(N=C2)C (S)-5-chloro-N-(3-(1-((1-methyl-1H-pyrazolo[3,4-b]pyrazin-6-yl)amino)ethyl)phenyl)thiophene-2-carboxamide